5-(6-(2-chloro-3-fluorophenyl)-2-oxa-7-azaspiro[3.5]nonan-7-yl)-N-((R,E)-4-(methylsulfonyl)but-3-en-2-yl)pyrazine-2-carboxamide ClC1=C(C=CC=C1F)C1CC2(COC2)CCN1C=1N=CC(=NC1)C(=O)N[C@H](C)\C=C\S(=O)(=O)C